2-[1-(5-{1-[(6,7-dimethoxy-2-methylquinazolin-4-yl)amino]ethyl}furan-2-yl)-1H-pyrazol-3-yl]ethanol COC=1C=C2C(=NC(=NC2=CC1OC)C)NC(C)C1=CC=C(O1)N1N=C(C=C1)CCO